C(#N)C1=CC=C(C(=O)NC2=CC=C(C=C2)C=2OC(=NN2)C2=CC=CC=C2)C=C1 4-cyano-N-[4-(5-phenyl-1,3,4-oxadiazol-2-yl)phenyl]benzamide